CC1=C(C=C(C=C1)NC(C1=CN=CC(=C1)C(F)(F)F)=O)C=1C=NC2=CC(=NC=C2C1)NC N-(4-methyl-3-(7-(methylamino)-1,6-naphthyridin-3-yl)phenyl)-5-(trifluoromethyl)nicotinamide